FC(C=1C=C(C=CC1)SCC1=C(C(=O)O)C=CC=C1)(F)F 2-(3-Trifluoromethyl-phenylsulfanylmethyl)-benzoic acid